N1-((3-((1r,4r)-4-(ethoxymethyl)-4-ethylcyclohexyl)-5,5-difluoro-5,6-dihydro-4H-pyrrolo-[1,2-b]pyrazol-2-yl)methyl)-N1,N2-dimethylethane-1,2-diamine C(C)OCC1(CCC(CC1)C1=C2N(N=C1CN(CCNC)C)CC(C2)(F)F)CC